FC=1C=CC(=C(C(=O)N(C)C(C)C)C1)N1C(N(C2=C1C=NC=C2)C2CCN(CC2)CC2=CC1=C(NC(N1)=O)C=C2)=O 5-fluoro-N-isopropyl-N-methyl-2-(2-oxo-1-(1-((2-oxo-2,3-dihydro-1H-benzo[d]imidazol-5-yl)methyl)piperidin-4-yl)-1,2-dihydro-3H-imidazo[4,5-c]pyridin-3-yl)benzamide